O[C@H](CCCCCCC(C(=O)OCC)(C)C)[C@@H](CCCCCCC(C(=O)OCC)(C)C)O diethyl (9R,10R)-9,10-dihydroxy-2,2,17,17-tetramethyloctadecanedioate